NC=1C=C(C(N(C1)C)=O)N1CCC(CC1)(F)F 5-amino-3-(4,4-difluoropiperidin-1-yl)-1-methylpyridin-2(1H)-one